6,7-dichloro-1-(1-(2-chloro-4-fluorobenzyl)piperidin-4-yl)-3-(2-morpholinoethyl)-3,4-dihydroquinazolin-2(1H)-one ClC=1C=C2CN(C(N(C2=CC1Cl)C1CCN(CC1)CC1=C(C=C(C=C1)F)Cl)=O)CCN1CCOCC1